(R*)-12-(5-(6-amino-2-fluoropyridin-3-yl)-1H-imidazol-2-yl)-7-chloro-8-fluoro-13,14-dihydro-2H-spiro[benzo[5,6]azocino[4,3-g]indolizine-3,1'-cyclopentane]-1,10(4H,12H)-dione NC1=CC=C(C(=N1)F)C1=CN=C(N1)C1CN2C(CC3(CCCC3)[C@@H]2C2=C1C=1C(=C(C=NC2)Cl)C(=CC(C1)=O)F)=O |o1:23|